2,2,3,3,4,5-Hexafluoro-2,3-dihydrothiophene FC1(SC(=C(C1(F)F)F)F)F